ClC1=C(C=C(C=C1)Cl)N1CCCN(S1(=O)=O)CC(=O)NC1C2CC3(CC(CC1C3)C2)C(=O)N 4-(2-(6-(2,5-dichlorophenyl)-1,1-dioxido-1,2,6-thiadiazinan-2-yl)acetamido)adamantane-1-carboxamide